N-ethyl-5-fluoro-N-isopropyl-2-((4-(7-((trans-4-((2-methoxy-3,4-dioxocyclobut-1-en-1-yl)amino)cyclohexyl)methyl)-2,7-diAzaspiro[3.5]nonan-2-yl)pyrimidin-5-yl)oxy)benzamide C(C)N(C(C1=C(C=CC(=C1)F)OC=1C(=NC=NC1)N1CC2(C1)CCN(CC2)C[C@@H]2CC[C@H](CC2)NC2=C(C(C2=O)=O)OC)=O)C(C)C